(((3-(N,N-bis(4-methoxybenzyl)sulfamoyl)-4-(N-(1-(tert-butoxycarbonyl)pyrrolidin-3-yl)sulfamoyl)-2-(2-(4-methoxybenzyl)-2H-tetrazol-5-yl)phenyl)amino)methyl)piperidine-1-carboxylate COC1=CC=C(CN(S(=O)(=O)C=2C(=C(C=CC2S(NC2CN(CC2)C(=O)OC(C)(C)C)(=O)=O)NCOC(=O)N2CCCCC2)C=2N=NN(N2)CC2=CC=C(C=C2)OC)CC2=CC=C(C=C2)OC)C=C1